C(#C)C1CCOCC1 4-ethynyltetrahydropyran